2-methylpropan-2-aminium (R)-1-(tert-butoxycarbonyl)-4-oxopiperidine-2-carboxylate C(C)(C)(C)OC(=O)N1[C@H](CC(CC1)=O)C(=O)[O-].CC(C)(C)[NH3+]